C[C@@H]1CNNC=C1 (3S,4S)-4-methyltetrahydropyridazine